C(C1=CC=CC=C1)OC1=NC(=CC=C1N1C(N(C2=C1C=CC(=C2)C2=C(C=C(C=C2)CC(=O)OC)OC)C)=O)OCC2=CC=CC=C2 methyl 2-(4-(1-(2,6-bis(benzyloxy)pyridin-3-yl)-3-methyl-2-oxo-2,3-dihydro-1H-benzo[d]imidazol-5-yl)-3-methoxyphenyl)acetate